2,6-dibromo-4-methyl-aniline BrC1=C(N)C(=CC(=C1)C)Br